ClC=1C(=NC=CN1)C=1OCC(NN1)=O 2-(3-chloropyrazin-2-yl)-4H-1,3,4-oxadiazin-5-one